O[C@H]1[C@H]2N(C(C3=C(N1C(=O)OCC=C)C=C(C(=C3)OC)O[Si](C(C)C)(C(C)C)C(C)C)=O)C=C(C2)\C=C\C (11S,11aS)-allyl 11-hydroxy-7-methoxy-5-oxo-2-((E)-prop-1-enyl)-8-(triisopropylsilyloxy)-11,11a-dihydro-1H-benzo[e]pyrrolo[1,2-a][1,4]diazepine-10(5H)-carboxylate